tert-butyl (1-(5-cyano-4-hexyl-2-methoxyphenyl)butan-2-yl)carbamate C(#N)C=1C(=CC(=C(C1)CC(CC)NC(OC(C)(C)C)=O)OC)CCCCCC